(±)-trans-2-(1-acetyl-4-piperidinyl)-N-(6,8-dichloro-2,7-naphthyridin-3-yl)cyclopropanecarboxamide C(C)(=O)N1CCC(CC1)[C@H]1[C@@H](C1)C(=O)NC=1N=CC2=C(N=C(C=C2C1)Cl)Cl |r|